C[C@H]1N(C1)S(=O)(=O)C1=CC=C(C=C1)[N+](=O)[O-] (2R)-2-methyl-1-[(4-nitrophenyl)sulfonyl]aziridine